N[C@@H](CC1=CNC=N1)C(=O)[O-].C(CCC)[P+](C1=CC=CC=C1)(C1=CC=CC=C1)C1=CC=CC=C1 butyltriphenyl-phosphonium histidine salt